tetrahydroxybenzoic anhydride OC=1C(=C(C(=C(C(=O)OC(C2=C(C(=C(C(=C2)O)O)O)O)=O)C1)O)O)O